C(C)(=O)OCC[C@H]1C(CC[C@H]2C(CCC[C@]12C)(C)C)=C 2-[(1S,4aS,8aS)-5,5,8a-trimethyl-2-methylene-decalin-1-yl]ethyl acetate